4-chloro-5-(3-chloro-4-methoxyphenyl)-1H-pyrrolo[2,3-b]Pyridine ClC1=C2C(=NC=C1C1=CC(=C(C=C1)OC)Cl)NC=C2